C1(CC1)C=1C=C(C=CC1)NC(=O)C1C(=NN(C1=O)C1=CC=CC=C1)C N-(3-cyclopropylphenyl)-3-methyl-5-oxo-1-phenyl-4,5-dihydro-1H-pyrazole-4-carboxamide